BrC=1C=C(C=NC(C(=O)OC)CC2=CC=C(C=C2)O)C=C(C1)O methyl 2-(3-bromo-5-hydroxybenzylidene-amino)-3-(4-hydroxy-phenyl)propanoate